FC1(CCC(CC1)(C)CN1N=C(C(=C1C(=O)OCC)C)C(C)(F)F)F Ethyl 1-((4,4-difluoro-1-methylcyclohexyl)methyl)-3-(1,1-difluoroethyl)-4-methyl-1H-pyrazole-5-carboxylate